BrC=1C(=C(SC1C1=CC(=CC=C1)NC1CCN(CC1)S(=O)(=O)CC1=CC=CC=C1)C(=O)O)OCC(OCCC)=O 4-bromo-3-(2-oxo-2-propoxyethoxy)-5-(3-{[1-(phenylmethanesulfonyl)piperidin-4-yl]amino}phenyl)thiophene-2-carboxylic acid